FC=1C=C2C(C=C(N(C2=CC1C1=NC(=NC=C1F)N[C@H]1[C@@H](COCC1)O)C(C)C)CN1C[C@@H](CC1)F)=O 6-fluoro-7-(5-fluoro-2-(((3S,4R)-3-hydroxytetrahydro-2H-pyran-4-yl)amino)pyrimidin-4-yl)-2-(((R)-3-fluoropyrrolidin-1-yl)methyl)-1-isopropylquinolin-4(1H)-one